methyl methylcyclohexyl dicarbamate C(N)(OC)=O.C(N)(OC1(CCCCC1)C)=O